1,5-Dioxa-spiro{5.5}undecan O1CCCOC12CCCCC2